C(C)(C)(C)OC(=O)N1C(=CC=C1)B(O)O (1-(tert-butoxycarbonyl)pyrrol-2-yl)boronic acid